C1(CCCCC1)C1=NC(=NC(=N1)SC1CCCCC1)NC1=CC(=C(C(=C1)C(C)C)O)C(C)C 4-[(4-cyclohexyl-6-cyclohexylsulfanyl-1,3,5-triazin-2-yl)amino]-2,6-di(propan-2-yl)phenol